C1(CC1)C1=CC(=NO1)NC(=O)C1=CSC=2CN(CCC21)CC=2C=C1C(=NC2)NN=C1C N-(5-cyclopropylisoxazol-3-yl)-6-((3-methyl-1H-pyrazolo[3,4-b]pyridin-5-yl)methyl)-4,5,6,7-tetrahydrothieno[2,3-c]pyridine-3-carboxamide